4-Methoxy-1,3-dimethyl-1,5,6,7-tetrahydro-2H-pyrrolo[3,4-b]pyridin-2-one Hydrochloride Cl.COC=1C2=C(N(C(C1C)=O)C)CNC2